O=C1NC(CC[C@H]1C1=CC=C(OCC(=O)N2CCC3(CC(C3)N3CCN(CC3)C3=CC=C(C=C3)NC3=C4N=CN(C4=NC=N3)C3CC(C3)NC(CC3=CC=CC=C3)=O)CC2)C=C1)=O N-((1s,3s)-3-(6-((4-(4-(7-(2-(4-(2,6-dioxopiperidin-3-yl)phenoxy)acetyl)-7-azaspiro[3.5]nonan-2-yl)piperazin-1-yl)phenyl)amino)-9H-purin-9-yl)cyclobutyl)-2-phenylacetamide